C(C1=CC=CC=C1)P(OC)(OC1=C(C(=CC(=C1)C(C)(CCCCCC)C)OP(OC)(=O)CC1=CC=CC=C1)C1=CC(=CC=C1)C)=O dimethyl (3'-methyl-4-(2-methyloctan-2-yl)-[1,1'-biphenyl]-2,6-diyl) bis(benzylphosphonate)